(3-(4-(1-aminoethyl)-4-methylpiperidin-1-yl)-6-((2-chloropyridin-3-yl)thio)-5-methylpyrazin-2-yl)methanol NC(C)C1(CCN(CC1)C=1C(=NC(=C(N1)C)SC=1C(=NC=CC1)Cl)CO)C